dihydroxy-phenyl-glycine OC(NC1=CC=CC=C1)(C(=O)O)O